p-(tert-butyl)styrene methyl-(1R,4r)-4-(3-(6-amino-9-((2R,3R,4S,5S)-5-(ethylcarbamoyl)-3,4-dihydroxytetrahydrofuran-2-yl)-9H-purin-2-yl)prop-2-yn-1-yl)cyclohexane-1-carboxylate COC(=O)C1CCC(CC1)CC#CC1=NC(=C2N=CN(C2=N1)[C@@H]1O[C@@H]([C@H]([C@H]1O)O)C(NCC)=O)N.C(C)(C)(C)C1=CC=C(C=C)C=C1